2,2-dimethyl-3-butenoic anhydride CC(C(=O)OC(C(C=C)(C)C)=O)(C=C)C